P(OCC)(OCC)(=S)SCSCC phosphorodithioic acid, O,O-diethyl S-[(ethylthio)methyl] ester